C1N(CC2C1CNC2)C2=CC=C1C(=N2)N(C(=N1)C1=CC=C(C=C1)F)C1=CC(=NC=C1)C 4-{5-[(3R,6S)-octahydropyrrolo[3,4-c]pyrrol-2-yl]-2-(4-fluorophenyl)-3H-imidazo[4,5-b]pyridin-3-yl}-2-methylpyridine